2-[4-(4-(benzyloxy)-3-isopropylbenzyl)-3,5-dimethylphenoxy]acetic acid C(C1=CC=CC=C1)OC1=C(C=C(CC2=C(C=C(OCC(=O)O)C=C2C)C)C=C1)C(C)C